S1N=NC(=C1)N1CCN(CC1)CCC(C(C=C)=C)=C 1-(4-(thiadiazolyl)-1-piperazinyl)-3,4-dimethylenehex-5-ene